C(C)OC(C(C1=C(C=C(C=C1OC)OC)OC)C1=CC=C(C=C1)NC)=O 2-(4-(methylamino)phenyl)-2-(2,4,6-trimethoxyphenyl)acetic acid ethyl ester